CC1=NC=NC=C1C(=O)NCC=1C=C2C(=C(NC2=CC1)C1=NC=CC=C1C)C 4-methyl-N-[[3-methyl-2-(3-methyl-2-pyridinyl)-1H-indol-5-yl]methyl]pyrimidine-5-carboxamide